C(CCCC)OC1=C(O)C=CC(=C1)O pentoxyhydroquinone